FC=1C=C2C=NN(C2=CC1O)C1=CC=C(C=C1)C1=NC=CC=C1 5-Fluoro-1-(4-(pyridin-2-yl)phenyl)-1H-indazol-6-ol